[C@H]12CN(C[C@H](CC1)N2)C2=NC(=NC1=CC(=C(C=C21)OC2=C(C#N)C=CC=C2)C2=CC(=CC1=CC=CC=C21)O)OC[C@H]2N(CCC2)C 2-((4-((1R,5S)-3,8-diazabicyclo[3.2.1]octan-3-yl)-7-(3-hydroxynaphthalen-1-yl)-2-(((S)-1-methylpyrrolidin-2-yl)methoxy)quinazolin-6-yl)oxy)benzonitrile